(1S,3R)-1-(4-bromo-2,6-difluorophenyl)-3-methyl-2-(2,2,2-trifluoroethyl)-1,2,3,4-tetrahydroisoquinoline-6,7-diol BrC1=CC(=C(C(=C1)F)[C@H]1N([C@@H](CC2=CC(=C(C=C12)O)O)C)CC(F)(F)F)F